8-hydroxy-3-({1-[(4-nitrophenyl)methyl]-1,2,3-triazacyclopent-4-yl}methyl)-1,2,3,4-tetrahydroquinazoline-2,4-dione OC=1C=CC=C2C(N(C(NC12)=O)CC1NNN(C1)CC1=CC=C(C=C1)[N+](=O)[O-])=O